ClC1=C(C(=O)OC)C=C(C=C1)C=1OC(=CC1)C=C1C(C2=CC=CC=C2C1=O)=O Methyl 2-chloro-5-[5-[(1,3-dihydro-1,3-dioxo-2H-inden-2-ylidene)methyl]-2-furanyl]benzoate